6-bromo-1-cyclopropyl-1,3-dihydro-2H-benzo[d]imidazol-2-one BrC=1C=CC2=C(N(C(N2)=O)C2CC2)C1